ClC1=C(C(=NC(=N1)C)NC1=C(C(=CC=C1C)OC)C)I 6-chloro-5-iodo-N-(3-methoxy-2,6-dimethylphenyl)-2-methylpyrimidin-4-amine